13-benzyl-6-benzyloxy-17-nitro-6,15-bis(trifluoromethyl)-19-oxa-3,4,13,18-tetrazatricyclo[12.3.1.12,5]nonadeca-1(18),2,4,9,14,16-hexaene C(C1=CC=CC=C1)N1CCC=CCCC(C2=NN=C(C=3C(=CC(=C1N3)C(F)(F)F)[N+](=O)[O-])O2)(C(F)(F)F)OCC2=CC=CC=C2